1-phenoxycarbonyl-4-(2-methyltelluro-propyl)benzene O(C1=CC=CC=C1)C(=O)C1=CC=C(C=C1)CC(C)[Te]C